naphthyl-(biphenylyl)anthracene-d15 C1(=CC=CC2=CC=CC=C12)C=1C(=C(C(C2(C(C3(C(C(C(C(C3=CC12)([2H])[2H])([2H])[2H])([2H])[2H])([2H])[2H])[2H])([2H])[2H])[2H])([2H])[2H])[2H])C1=C(C=CC=C1)C1=CC=CC=C1